[Na+].C(#N)CC([CH2-])=O cyanoacetonide sodium salt